C(C)(C)(C)OOC(=O)C1CCC(CC1)C(=O)OOC(C)(C)C 1,4-bis-(t-butylperoxycarbonyl)cyclohexane